C(C)C1(COC1)COC1=CC=CC=C1 3-ethyl-3-(phenoxymethyl)Oxetane